FC=1C=CC(=C(C1)N[C@H](C)C=1C=C(C=C2C(N(C(=NC12)C1CCOCC1)C)=O)C)N1CCC(CC1)O (R)-8-(1-((5-fluoro-2-(4-hydroxypiperidin-1-yl)phenyl)amino)ethyl)-3,6-dimethyl-2-(tetrahydro-2H-pyran-4-yl)quinazolin-4(3H)-one